3,5-Diethyltetradecane C(C)C(CC)CC(CCCCCCCCC)CC